CC(C(=O)N1C(C=2C=CC3=C(C2C1)C=C(C=C3)C=3SC=CN3)=O)=C 2-(2-methylprop-2-enoyl)-8-(1,3-thiazol-2-yl)-1H,2H,3H-benzo[e]isoindol-3-one